C(CCC)N(C(O)=O)CC1C2=CC=CC=C2C=2C=CC=CC12.COC(OC)[SiH2]CCCN1C(C=2C(C1=O)=CC=CC2)=O N-(3-(dimethoxymethylsilyl)propyl)phthalimide butyl-9-fluorenylmethyl-carbamate